CC(C)CCC[C@@H](C)[C@H]1CC[C@H]2[C@@H]3CC=C4C[C@H](CC[C@]4(C)[C@H]3CC[C@]12C)OCCCCCCCCO[C@H](CN(C)C)COCCCCCCCC\C=C/C\C=C/CCCCC (2R)-2-((8-[(3β)-cholest-5-en-3-yloxy]Octyl)oxy)-N,N-dimethyl-3-[(9z,12z)-octadec-9,12-dien-1-yloxy]propan-1-amine